C(C)OC(C=CC1=CC2=CC=CC=C2C=C1)=O 3-(2-naphthyl)acrylic acid ethyl ester